C(CCC)(=O)NC=1C=2N=CN([C@H]3[C@H](O)[C@H](O)[C@@H](CO)O3)C2N=CN1 N6-Monobutyryladenosine